tricyclodecanedimethanol triacrylate C(C=C)(=O)O.C(C=C)(=O)O.C(C=C)(=O)O.C1(CCCCCCCCC1)(CO)CO.C1(CCCCCCCCC1)(CO)CO.C1(CCCCCCCCC1)(CO)CO